CO[C@H](CO)C (2S)-2-methoxypropan-1-ol